2-(2,4,6-Trichloropyrimidin-5-yl)acetic acid ethyl ester C(C)OC(CC=1C(=NC(=NC1Cl)Cl)Cl)=O